5-fluoro-7-[1-[1-(triphenylmethyl)imidazol-4-yl]ethyl]-2,3-dihydro-1H-inden-1-ol FC=1C=C2CCC(C2=C(C1)C(C)C=1N=CN(C1)C(C1=CC=CC=C1)(C1=CC=CC=C1)C1=CC=CC=C1)O